C1CCC2=C(C=3CCCC3C=C12)NC(=O)NS(=O)(=O)\C=C\[C@@]1(N(CCC1)C1COC1)C (R,E)-N-((1,2,3,5,6,7-Hexahydro-s-indacen-4-yl)carbamoyl)-2-(2-methyl-1-(oxetan-3-yl)pyrrolidin-2-yl)ethen-1-sulfonamid